OC=1C=C(CN)C=C(C1)O 3,5-di-hydroxybenzyl-amine